1-(3-methylsulfanyl-1,2,4-triazin-6-yl)-3-azabicyclo[3.1.1]heptane-3-carboxylic acid tert-butyl ester C(C)(C)(C)OC(=O)N1CC2(CC(C1)C2)C2=CN=C(N=N2)SC